3-(4-Ethoxy-2,5-difluorophenyl)-4-[4-[(3S)-1-(3-fluoropropyl)pyrrolidin-3-yl]oxyphenyl]-2H-thiochromen-7-ol C(C)OC1=CC(=C(C=C1F)C=1CSC2=CC(=CC=C2C1C1=CC=C(C=C1)O[C@@H]1CN(CC1)CCCF)O)F